3-(2-(4-ethylpiperazin-1-yl)-4-methylquinolin-6-yl)-1-methyl-1-(3-(methylamino)propyl)thiourea C(C)N1CCN(CC1)C1=NC2=CC=C(C=C2C(=C1)C)NC(N(CCCNC)C)=S